FC1(CCN(CCC1)C1=C(C(=O)NC=2C=C(C=CC2)[S@](=O)(C)=NCCNC(OC(C)(C)C)=O)C(=C(C=N1)C=1C=NN(C1)C)C)F tert-butyl (R)-(2-(((3-(2-(4,4-difluoroazepan-1-yl)-4-methyl-5-(1-methyl-1H-pyrazol-4-yl)nicotinamido)phenyl)(methyl)(oxo)-λ6-sulfaneylidene)amino)ethyl)carbamate